bis[2,6-difluoro-3-(1H-pyrrol-1-yl)phenyl]titanium (IV) FC1=C(C(=CC=C1N1C=CC=C1)F)[Ti+2]C1=C(C(=CC=C1F)N1C=CC=C1)F